(S)-4-(1-(2-(3,4-difluorobenzyl)-4,7-dihydro-5H-thieno[2,3-c]pyran-3-carboxamido)ethyl)benzoic acid FC=1C=C(CC2=C(C3=C(COCC3)S2)C(=O)N[C@@H](C)C2=CC=C(C(=O)O)C=C2)C=CC1F